CC1(C2CCC3OCCC3C2(CCC1)C)C 6,6,9a-trimethyldodecahydronaphtho[2,1-b]furan